NC=1C(=CN(C(C1)=O)C1CCOCC1)C(=O)OC methyl 4-amino-6-oxo-1-(tetrahydro-2H-pyran-4-yl)-1,6-dihydropyridine-3-carboxylate